1-PENTANOL C(CCCC)O